ClC=1C=C(C=CC1F)[C@@H](NC(=O)[C@H]1NC(NC1)=O)C1=NN(C=C1)CC(F)(F)F |o1:8| (4S)-N-{(R or S)-(3-chloro-4-fluorophenyl)[1-(2,2,2-trifluoroethyl)-1H-pyrazol-3-yl]methyl}-2-oxoimidazolidine-4-carboxamide